C(C(=O)O)(=O)O.OCC1=CC=C(CO)C=C1 terephthalyl alcohol oxalate